5-bromo-4-chloro-1-(2-methoxy-4-methylphenyl)phthalazine BrC1=C2C(=NN=C(C2=CC=C1)C1=C(C=C(C=C1)C)OC)Cl